Bromo-2,6-dimethyl-1-oxido-pyridin-1-ium BrC=1C(=[N+](C(=CC1)C)[O-])C